C12CN(CC2C1)C1=NC2=C(C=C(C=C2C(N1C)=O)C)C(C)O 2-(3-azabicyclo[3.1.0]hexan-3-yl)-8-(1-hydroxyethyl)-3,6-dimethylquinazolin-4(3H)-one